C(CCC)[N+](CCCC)(CCCC)CCCC.S(=O)(=O)(ON1[C@@H]2CCCN(C1=O)C2)[O-] (2s,5r)-7-oxo-1,6-diazabicyclo[3.2.1]oct-6-yl sulfate (tetrabutylammonium) salt